C(C)(C)(C)C1N2C(C3=CC4=C(C=C3C1)OCCCO4)=CC(C(=C2)C(=O)O)=O 6-(tert-butyl)-2-oxo-6,7,11,12-tetrahydro-2H,10H-[1,4]dioxepino[2,3-g]pyrido[2,1-a]isoquinoline-3-carboxylic acid